4-(benzo[d]oxazol-2(3H)-on-5-yl)-N2-[2-(1-methylpiperidin-4-yl)aminopyridin-5-yl]-5-methylpyrimidine-2,4-diamine O1C(NC2=C1C=CC(=C2)C2(NC(=NC=C2C)NC=2C=CC(=NC2)NC2CCN(CC2)C)N)=O